CNCCCCNC N,N'-dimethyl-1,4-diaminobutane